aluminum montanate C(CCCCCCCCCCCCCCCCCCCCCCCCCCC)(=O)[O-].[Al+3].C(CCCCCCCCCCCCCCCCCCCCCCCCCCC)(=O)[O-].C(CCCCCCCCCCCCCCCCCCCCCCCCCCC)(=O)[O-]